FC(CNC1CCC(CC1)NC(=O)C=1C2=C(N=C(N1)N1C=NC=C1)C=CN2)(C)F N-((1r,4r)-4-((2,2-difluoropropyl)amino)cyclohexyl)-2-(1H-imidazol-1-yl)-5H-pyrrolo[3,2-d]pyrimidine-4-carboxamide